(3R)-7-[5-(1-methyl-1-methylsulfonyl-ethyl)-1,3,4-oxadiazol-2-yl]-4-oxo-3,5-dihydro-2H-1,5-benzothiazepin-3-yl carbamate C(N)(O[C@H]1CSC2=C(NC1=O)C=C(C=C2)C=2OC(=NN2)C(C)(S(=O)(=O)C)C)=O